N1(CCC1)C1=CC2=C(C=C(O2)C(=O)NS(=O)(=O)C=2C(=CC=CC2)C2=CC=CC=C2)C(=C1)F 6-(azetidin-1-yl)-N-([1,1'-biphenyl]-2-sulfonyl)-4-fluoro-1-benzofuran-2-carboxamide